4-oxa-6-azaspiro[2.4]heptane-5-one C1CC12OC(NC2)=O